3-cyano-3-methylazetidine hydrochloride Cl.C(#N)C1(CNC1)C